ClC1=CC=C(C=C1)N1C(\C(\CC1=O)=C/C1=C(OC2=CC=C(C(=O)OC)C=C2)C=CC=C1)=O Methyl (Z)-4-(2-((1-(4-chlorophenyl)-2,5-dioxopyrrolidin-3-ylidene)methyl)phenoxy)benzoate